N1N=CN=C1 1H-1,2,4-TRIAZOL